O1C(=NC2=C1C=CC=C2)C=2N=C(N(C(C2O)=O)C)N2[C@@H](C1=CC(=CC=C1CC2)C(=O)N(C)C)C2=C(C=CC=C2)Cl (1S)-2-[4-(1,3-benzoxazol-2-yl)-5-hydroxy-1-methyl-6-oxopyrimidin-2-yl]-1-(2-chlorophenyl)-N,N-dimethyl-3,4-dihydro-1H-isoquinoline-7-carboxamide